C1(=CC=C(C=C1)CN(C(C(N)=O)=O)CC1=NC=CC=C1)C N'-(p-tolylmethyl)-N'-(2-pyridylmethyl)oxamide